CC1(CC2(CNC2)C1)O 6-methyl-2-azaspiro[3.3]heptan-6-ol